C(C)(C)(C)OC(=O)N1C(CN(CC1C)C1=C2N=C(C=NC2=C(C=C1)C(NC=1C=C(C=2N(C1)C=C(N2)C)F)=O)OC)C 4-[8-({8-fluoro-2-methylimidazo[1,2-a]pyridin-6-yl}carbamoyl)-3-methoxyquinoxalin-5-yl]-2,6-dimethylpiperazine-1-carboxylic acid tert-butyl ester